C(=O)(OC(C)(C)C)N[C@H](C(C)(C)C)C(=O)O N-Boc-D-tert-Leucine